cis-4-hydroxy-L-proline hexyl ester C(CCCCC)OC([C@H]1NC[C@H](C1)O)=O